OCC(COC)(C)NC(=O)C1=C(C=C2C=CC(=CN12)OCC1=NC=CC=C1)C N-(1-hydroxy-3-methoxy-2-methylpropan-2-yl)-2-methyl-6-[(pyridin-2-yl)methoxy]indolizine-3-carboxamide